C(C)(=O)C=1C=CC(=NC1)CN(C(=O)C=1C=C2C=C(C(=NC2=CC1)N)C)[C@H](C)C1=NC=CC=N1 N-((5-acetyl-2-pyridinyl)methyl)-2-amino-3-methyl-N-((1R)-1-(2-pyrimidinyl)ethyl)-6-quinolinecarboxamide